C(C)C1(C(=O)OCCCC1)C α-ethyl-α-methyl-ε-caprolactone